COC1=CC=C(CN(S(=O)(=O)C2=NN(C=C2F)C2(CC2)C(=O)OC)CC2=CC=C(C=C2)OC)C=C1 methyl 1-(3-(N,N-bis(4-methoxybenzyl) sulfamoyl)-4-fluoro-1H-pyrazol-1-yl)-cyclopropanecarboxylate